FC1=C(C(=C2C(C=C(O2)C(C)O)=C1[2H])[2H])[2H] 5-fluoro-2-(1-hydroxyethyl)(4,6,7-2H3)-1-benzofuran